3-(5-((8-((4'-chloro-5,5-dimethyl-3,4,5,6-tetrahydro-[1,1'-biphenyl]-2-yl)methyl)-3,8-diazabicyclo[3.2.1]octane-3-yl)methyl)-4-fluoro-1-oxoisoindolin-2-yl)piperidine ClC1=CC=C(C=C1)C1=C(CCC(C1)(C)C)CN1C2CN(CC1CC2)CC=2C(=C1CN(C(C1=CC2)=O)C2CNCCC2)F